3-chloro-7-((2R,4R)-2-(1-cyclopropyl-1H-pyrazol-4-yl)tetrahydro-2H-pyran-4-yl)-9-(3,4-difluorophenyl)-2-methyl-4H-pyrazino[1,2-a]pyrimidin-4-one ClC1=C(N=C2N(C1=O)C=C(N=C2C2=CC(=C(C=C2)F)F)[C@H]2C[C@@H](OCC2)C=2C=NN(C2)C2CC2)C